4-((benzylthio)methyl)-2-(tert-butyl)-5-oxooxazolidine-3-carboxylate C(C1=CC=CC=C1)SCC1N(C(OC1=O)C(C)(C)C)C(=O)[O-]